ethoxydi(2-propenyl)methylsilane C(C)O[Si](C)(CC=C)CC=C